C(C=C)OC(N[C@@H]1CN[C@@H](C1)C(N(C=1C=C(C=CC1)C)CC)=O)=O N-[(3S,5S)-5-[ethyl-(m-tolyl)carbamoyl]-pyrrolidin-3-yl]carbamic acid allyl ester